N-[4-methyl-5-({4-[(2S)-2-({7-methylthieno[3,2-d]pyrimidin-4-yl}amino)propyl]piperazin-1-yl}sulfonyl)-1,3-thiazol-2-yl]propanamide CC=1N=C(SC1S(=O)(=O)N1CCN(CC1)C[C@H](C)NC=1C2=C(N=CN1)C(=CS2)C)NC(CC)=O